3-aminopropyl-triethoxysilane boron [B].NCCC[Si](OCC)(OCC)OCC